C(C)(C)(C)OC(=O)N1C2(CNCC1CC2)C2=CC=1CCC(CC1C(=C2)F)NC(=O)OCC2=CC=CC=C2 (6-(((benzyloxy)carbonyl)amino)-4-fluoro-5,6,7,8-tetrahydronaphthalen-2-yl)-3,8-diazabicyclo[3.2.1]octane-8-carboxylic acid tert-butyl ester